C(=O)O.NC1=CC(=CC(=N1)COCC=1C=C(C(=C(C1)NC1=C(N=NC(=C1)Cl)C(=O)NC([2H])([2H])[2H])OC)C1=NN(C=N1)C1CC1)F ((5-(((6-amino-4-fluoropyridin-2-yl)methoxy)methyl)-3-(1-cyclopropyl-1H-1,2,4-triazol-3-yl)-2-methoxyphenyl)amino)-6-chloro-N-(methyl-d3)pyridazine-3-carboxamide formate salt